1-(3-(tert-butyl)-1H-pyrazol-5-yl)-3-(4-(5-(2-(4-(2-(2,6-dioxopiperidin-3-yl)-1,3-dioxoisoindol-4-yl)piperazin-1-yl)ethoxy)-1H-benzo[d]imidazol-1-yl)phenyl)urea C(C)(C)(C)C1=NNC(=C1)NC(=O)NC1=CC=C(C=C1)N1C=NC2=C1C=CC(=C2)OCCN2CCN(CC2)C2=C1C(N(C(C1=CC=C2)=O)C2C(NC(CC2)=O)=O)=O